C1(=CC=CC=C1)C(N1[C@@H]([C@H](C1)CS(=O)(=O)C)C)C1=CC=CC=C1 (2r,3s)-1-(diphenylmethyl)-3-(methylsulfonylmethyl)-2-methylazetidine